ClC=1C=C(C(=NC1)CN1N=C2N([C@@H](CCC2=O)C(=O)N2C[C@H](CC2)F)C1=O)F (5S)-2-[(5-Chloro-3-fluoropyridin-2-yl)methyl]-5-{[(3S)-3-fluoropyrrolidin-1-yl]carbonyl}-6,7-dihydro[1,2,4]triazolo[4,3-a]pyridine-3,8(2H,5H)-dione